Cl.N[C@H](C(=O)O)CC1=CC=C(C=C1)Br (S)-2-amino-3-(4-bromophenyl)propionic acid hydrochloride